phenylundecane-5-carboxylic acid tert-butyl ester C(C)(C)(C)OC(=O)C(CCCCC1=CC=CC=C1)CCCCCC